sodium aluminium iodide [Al](I)(I)I.[Na]